FC(C1=NN=C(O1)C=1C=CC(=NC1)CN1C(C2=CC=C(C=C2C(C1=O)(C)C)N1[C@@H]2CN([C@H](C1)C2)S(=O)(=O)C)=O)F 2-((5-(5-(difluoromethyl)-1,3,4-oxadiazole-2-yl)pyridine-2-yl)methyl)-4,4-dimethyl-6-((1S,4S)-5-(methylsulfonyl)-2,5-diazabicyclo[2.2.1]heptane-2-yl)isoquinoline-1,3(2H,4H)-dione